ClC1=CC=C(C=C1)[C@@]1(N(C(C2=CC(=CC(=C12)F)C(C)(C)O)=O)CC1=NC=C(C=C1)Cl)OCC(CC)O (3R)-3-(4-Chlorophenyl)-2-[(5-chloropyridin-2-yl)methyl]-4-fluoro-3-(2-hydroxybutoxy)-6-(2-hydroxypropan-2-yl)-2,3-dihydro-1H-isoindol-1-on